ethyl 8-cyclopropyl-2-methyl-3-oxo-1,2,3,4-tetrahydroquinoxaline-6-carboxylate C1(CC1)C=1C=C(C=C2NC(C(NC12)C)=O)C(=O)OCC